NC1(COC1)CNC=1C2=C(N=C(N1)N1CCS(C3=C(C1)C=CC=C3)(=O)=O)CCNC2 4-(4-(((3-aminooxetan-3-yl)methyl)amino)-5,6,7,8-tetrahydropyrido[4,3-d]pyrimidin-2-yl)-2,3,4,5-tetrahydrobenzo[f][1,4]thiazepin-1,1-Dioxide